C(C)OC(=O)C=1N(N=C(C1)CBr)C1=NC=CC=C1Cl 5-(bromomethyl)-2-(3-chloro-2-pyridinyl)pyrazole-3-carboxylic acid ethyl ester